diethyl 5-methyl-pyridine-2,3-dicarboxylate CC=1C=C(C(=NC1)C(=O)OCC)C(=O)OCC